7-(3-(2-methoxyphenyl)-7,8-dihydro-1,6-naphthyridin-6(5H)-yl)-2,8-dimethyl-4H-pyrimido[1,2-b]pyridazin-4-one COC1=C(C=CC=C1)C=1C=NC=2CCN(CC2C1)C=1C(=CC=2N(N1)C(C=C(N2)C)=O)C